Methyl (5-benzoyl-1-(((isopropoxycarbonyl)oxy)methyl)-1H-benzo[d]imidazol-2-yl)carbamate C(C1=CC=CC=C1)(=O)C1=CC2=C(N(C(=N2)NC(OC)=O)COC(=O)OC(C)C)C=C1